5-((6-bromo-3-isopropyl-3H-imidazo[4,5-c]pyridin-4-yl)amino)-2-methylbenzoic acid BrC1=CC2=C(C(=N1)NC=1C=CC(=C(C(=O)O)C1)C)N(C=N2)C(C)C